6-Chloro-3-methoxy-2-methyl-4-((E)-2-(trans-4-(trifluoromethyl)cyclohexyl)vinyl)pyridine ClC1=CC(=C(C(=N1)C)OC)\C=C\[C@@H]1CC[C@H](CC1)C(F)(F)F